P(=O)([O-])([O-])[O-].[Mn+2].[Fe+2].[Li+] lithium iron manganous phosphate